F[P-](F)(F)(F)(F)F.C(CCCCCCCCCCCCCCC)N1C(=[N+](C=C1)C)C 1-cetyl-2,3-dimethylimidazolium hexafluorophosphate